ClS(=O)(=O)C1=CC=C(C=C1)/C=C/C(=O)O (E)-3-(4-(chlorosulfonyl)phenyl)acrylic acid